NC(C(F)(F)F)C1=CC(C(=CO1)OCC1CCN(CC1)C(=O)OC(C)(C)C)=O tert-butyl 4-(((6-(1-amino-2,2,2-trifluoroethyl)-4-oxo-4H-pyran-3-yl)oxy)methyl)piperidine-1-carboxylate